(S)-N-methyl-3-(6-methyl-4-(trifluoromethyl)pyridin-2-yl)-2-oxo-N-(m-tolyl)oxazolidine-4-carboxamide CN(C(=O)[C@H]1N(C(OC1)=O)C1=NC(=CC(=C1)C(F)(F)F)C)C=1C=C(C=CC1)C